BrC1=C(C=C2C(=NNC2=C1)CN(C[C@H](C)O)CC1=CC=C(C=C1)OC)F (S)-1-(((6-bromo-5-Fluoro-1H-indazol-3-yl)methyl)(4-methoxybenzyl)amino)propan-2-ol